NC1=NC=2C=C(C=CC2C=2N1CCN2)CC[C@@H]2[C@H]([C@H]([C@@H](C2)N2C=CC1=C2N=CN=C1N)O)O (1S,2R,3S,5R)-3-(2-(5-amino-2,3-dihydroimidazo[1,2-c]quinazolin-8-yl)ethyl)-5-(4-amino-7H-pyrrolo[2,3-d]pyrimidin-7-yl)cyclopentane-1,2-diol